CN1N=NC=C1C=1C=CC2=C(N=C(O2)C2=CC(=NC=C2)C=O)C1 (4-(5-(1-methyl-1H-1,2,3-triazol-5-yl)benzo[d]oxazol-2-yl)pyridin-2-yl)methanone